CN1N=C(C=2C1=NC=CC2)C2=CC=C(C=C2)NC(=O)NCC2=CN=CO2 1-[4-(1-Methyl-1H-pyrazolo[3,4-b]pyridin-3-yl)-phenyl]-3-oxazol-5-ylmethyl-urea